N-methyl-2,4-dimethoxyaniline CNC1=C(C=C(C=C1)OC)OC